FC=1C=NC=CC1C=1C=C2N(N=CC(=C2NC(C)C)C(=O)NC2CCC(CC2)NC(OCC)=O)C1 ethyl ((1R,4R)-4-(6-(3-fluoropyridin-4-yl)-4-(isopropylamino)pyrrolo[1,2-b]pyridazine-3-carboxamido)cyclohexyl)carbamate